3-((4-((2-amino-4-phenylthiazol-5-yl)oxy)pyridin-2-yl)amino)-N-methylbenzenesulfonamide NC=1SC(=C(N1)C1=CC=CC=C1)OC1=CC(=NC=C1)NC=1C=C(C=CC1)S(=O)(=O)NC